Cl.COC(=O)C1=NC=C(C(=C1)C=1OC2=C(N1)C=C(C=C2)N)F 4-(5-aminobenzo[d]oxazol-2-yl)-5-fluoropyridinecarboxylic acid methyl ester hydrochloride